FC1=CC=C(C=C1)NC(=O)NC1=CC=C(C=C1)F 1,3-bis(p-fluorophenyl)urea